C=1N=CN2C=C3CCNCC3=CC21 6,7,8,9-tetrahydroimidazo[1,5-b][2,6]naphthyridine